1-(9Z-nonadecenoyl)-2-(9Z-pentadecenoyl)-glycero-3-phosphoserine CCCCCCCCC/C=C\CCCCCCCC(=O)OC[C@H](COP(=O)(O)OC[C@@H](C(=O)O)N)OC(=O)CCCCCCC/C=C\CCCCC